4-(4-oxo-2-(trifluoromethyl)-4H-pyrido[1,2-a]pyrimidin-9-yl)-N-((3S)-tetrahydro-2H-pyran-3-yl)benzamide O=C1C=C(N=C2N1C=CC=C2C2=CC=C(C(=O)N[C@@H]1COCCC1)C=C2)C(F)(F)F